O[C@@H]1CC2=CC[C@H]3[C@@H]4CC=C([C@@]4(C)CC[C@@H]3[C@]2(CC1)C)N1C2=NC=NC(=C2N=C1)Cl 3β-Hydroxy-17-(6-Chloro-9H-purin-9-yl)-androsta-5,16-diene